zinc-aluminum-antimony [Sb].[Al].[Zn]